3-((5-bromo-2-nitropyridin-3-yl)amino)-2-((tert-butoxycarbonyl)amino)propionic acid BrC=1C=C(C(=NC1)[N+](=O)[O-])NCC(C(=O)O)NC(=O)OC(C)(C)C